7-chloro-3-(2,6-dichloro-3,5-dimethoxyphenyl)-1-(2-azaspiro[3.4]oct-2-yl)-2,6-naphthyridine ClC1=NC=C2C=C(N=C(C2=C1)N1CC2(C1)CCCC2)C2=C(C(=CC(=C2Cl)OC)OC)Cl